BrC1=CC=C(C=C1)C(C=O)(C)C 2-(4-bromo-phenyl)-2-methyl-propionaldehyde